FC(OC=1C=C(C=C(C1)F)C1=CC(=C(C=C1)N1CCC(CC1)(C)O)NS(=O)(=O)C1=CC(=CC=C1)C(F)(F)F)F N-(3'-(difluoromethoxy)-5'-fluoro-4-(4-hydroxy-4-methylpiperidin-1-yl)biphenyl-3-yl)-3-(trifluoromethyl)benzenesulfonamide